1-(4-((5-amino-1,3,4-thiadiazol-2-yl)oxy)-2-fluorophenyl)-3-(3-(t-butyl)-1-phenyl-1H-pyrazol-5-yl)urea NC1=NN=C(S1)OC1=CC(=C(C=C1)NC(=O)NC1=CC(=NN1C1=CC=CC=C1)C(C)(C)C)F